O1CCN(CC1)C1=CC=C(C=N1)NC1=NC(=NC=C1)C#N 4-((6-morpholinopyridin-3-yl)amino)pyrimidine-2-carbonitrile